tert-butyl (2S)-2-[4-bromo-2-(4-ethoxy-4,5-dihydroisoxazol-3-yl)phenoxy]butanoate BrC1=CC(=C(O[C@H](C(=O)OC(C)(C)C)CC)C=C1)C1=NOCC1OCC